BrC1=NO[C@H](C1)C=1C=C(C=CC1NC1=CC=C(C=C1)C(F)(F)F)S(=O)(=O)NC 3-[(5R)-3-bromo-4,5-dihydroisoxazol-5-yl]-N-methyl-4-[4-(trifluoromethyl)anilino]benzenesulfonamide